Cl.CN1C(=NN=C1)C1CCNCC1 4-(4-methyl-4H-1,2,4-triazol-3-yl)piperidine-hydrochloride